OCCN1N=C(C=C1CO)S(=O)(=O)N 1-(2-hydroxyethyl)-5-(hydroxymethyl)-1H-pyrazole-3-sulfonamide